OC1CCC(CC1)N1C=C(C2=C1N=C(N=C2)N[C@@H](C)CCC)C2CCN(CC2)C=O (4-(7-((1r,4S)-4-hydroxycyclohexyl)-2-(((S)-pentan-2-yl)amino)-7H-pyrrolo[2,3-d]pyrimidin-5-yl)piperidin-1-yl)methanone